C(C=CC=CCCC)C1C(OC(C1)=O)=O 3-[oct-2,4-dienyl]Tetrahydrofuran-2,5-dione